C(C)N(C(=O)[C@H]1CN(C)[C@@H]2CC3=CNC4=CC=CC(C2=C1)=C34)CC anti-lysergic acid diethylamide